4-((4-Methoxypyridin-2-yl)amino)-2-(1-methyl-1H-imidazol-2-yl)-6-(1-methyl-1H-pyrazol-3-yl)pyrrolo[2,1-f][1,2,4]triazine-5-carboxylic acid COC1=CC(=NC=C1)NC1=NC(=NN2C1=C(C(=C2)C2=NN(C=C2)C)C(=O)O)C=2N(C=CN2)C